C(C)(C)(C)OC(=O)N1C[C@@H](CCC1)N1N=C(C=2C1=NC=NC2)Br (R)-3-(3-bromo-1H-pyrazolo[3,4-d]pyrimidin-1-yl)piperidine-1-carboxylic acid tert-butyl ester